1-[1,1'-Biphenyl]-4-yl-2-Methoxyethanon C1(=CC=C(C=C1)C(COC)=O)C1=CC=CC=C1